5-[12,12-bis(4-tert-butylphenyl)-2-(5-formyl-2-thienyl)-6,6-dioctyl-indeno[1,2-b]Fluoren-8-yl]Thiophene-2-carbaldehyde C(C)(C)(C)C1=CC=C(C=C1)C1(C=2C=C(C=CC2C=2C=C3C(=CC12)C1=CC=C(C=C1C3(CCCCCCCC)CCCCCCCC)C3=CC=C(S3)C=O)C=3SC(=CC3)C=O)C3=CC=C(C=C3)C(C)(C)C